O=C1C=C(N=C2N1C=CC=C2)C(=O)NCC=2N=C1N(C=C(C=C1)CN1CCN(CC1)C1=CC=CC=C1)C2 4-oxo-N-((6-[(4-phenylpiperazin-1-yl)methyl]imidazo[1,2-a]pyridin-2-yl)methyl)-4H-pyrido[1,2-a]pyrimidine-2-carboxamide